BrC1=C(SC=C1)CC(CO)N(C(OC(C)(C)C)=O)C tert-butyl N-[1-[(3-bromo-2-thienyl)methyl]-2-hydroxy-ethyl]-N-methyl-carbamate